C(CCCCC(=O)OCCN(C)C)(=O)OCCN(C)C bis-(N,N-dimethylamino-ethyl) adipate